tert-butyl (E)-2-((2'-(diphenylphosphino)-[1,1'-biphenyl]-2-yl) methyl)-3-phenylacrylate C1(=CC=CC=C1)P(C1=C(C=CC=C1)C1=C(C=CC=C1)C/C(/C(=O)OC(C)(C)C)=C\C1=CC=CC=C1)C1=CC=CC=C1